N1=CN=CC2=CC=C(C=C12)C=O quinazolin-7-yl-methanone